4-[[5-(4-hydroxy-1-piperidinyl)-2-pyridinyl]amino]-2-isopropyl-8-methyl-6H-1,6-naphthyridin-5-one OC1CCN(CC1)C=1C=CC(=NC1)NC1=CC(=NC=2C(=CNC(C12)=O)C)C(C)C